NCC(O)C1=C(C(=CC=C1OCOCC[Si](C)(C)C)Cl)Cl 2-amino-1-(2,3-dichloro-6-[[2-(trimethylsilyl)ethoxy]methoxy]phenyl)ethanol